C1CN(CCN1)C2=CC=C(C=C2)[N+](=O)[O-] N-(4-nitrophenyl)piperazine